COCCN1C(=NC2=C1C=C(C=C2)C(=O)O)CN2CCC(CC2)C2=NC(=CC=C2)OCC2=CC=C1C=CC=NC1=C2 1-(2-methoxyethyl)-2-((4-(6-(quinolin-7-ylmethoxy)pyridin-2-yl)piperidin-1-yl)methyl)-1H-benzo[d]imidazole-6-carboxylic acid